C(C(C)C)N(C(=O)NC(C(=O)O)CCN(CCCCC1=NC=2NCCCC2C=C1)CCOC1=CC=CC=C1)C 2-[[isobutyl(methyl)carbamoyl]amino]-4-[2-phenoxyethyl-[4-(5,6,7,8-tetrahydro-1,8-naphthyridin-2-yl)butyl]amino]butanoic acid